FC(C(=O)O)(F)F.N1CCC2(CC1)OCC(C1=C2SC=C1)C#N spiro[4,5-dihydrothieno[2,3-c]pyran-7,4'-piperidine]-4-carbonitrile (trifluoroacetate)